2-(3,4-difluorophenyl)-N-[2-(hydroxymethyl)-3-[4-(trifluoromethoxy)phenyl]propyl]morpholine-4-carboxamide FC=1C=C(C=CC1F)C1CN(CCO1)C(=O)NCC(CC1=CC=C(C=C1)OC(F)(F)F)CO